2-(6-{[3-(2,3-dichloro-6-fluorophenyl)-1-(prop-2-enoyl)pyrrolidin-3-yl]amino}-3-(trifluoromethyl)indazol-2-yl)-N-methylacetamide ClC1=C(C(=CC=C1Cl)F)C1(CN(CC1)C(C=C)=O)NC=1C=CC2=C(N(N=C2C1)CC(=O)NC)C(F)(F)F